1'-(4-Bromo-3-fluorobenzyl)-3H-spiro[furo[2,3-c]pyridine-2,4'-piperidine] BrC1=C(C=C(CN2CCC3(CC2)CC=2C(=CN=CC2)O3)C=C1)F